N-(trans-1-(1-(4-fluorophenyl)-1H-indazol-5-yl)-2-methyl-5-oxo-2-phenylpyrrolidin-3-yl)cyclopropanecarboxamide FC1=CC=C(C=C1)N1N=CC2=CC(=CC=C12)N1[C@]([C@@H](CC1=O)NC(=O)C1CC1)(C1=CC=CC=C1)C